ClC1=C(C=CC=C1)C=1CCCC2=C(C1C=1C=C(O[C@H]3CN(CC3)CCCF)C=CC1)C=CC=C2 (R)-3-(3-(8-(2-chlorophenyl)-6,7-dihydro-5H-benzo[7]annulen-9-yl)phenoxy)-1-(3-fluoropropyl)pyrrolidine